α,α'-bis(2,6-dimethyl-4-aminophenyl)-1,4-diisopropylbenzene CC1=C(C(=CC(=C1)N)C)C(C)(C)C1=CC=C(C=C1)C(C)(C)C1=C(C=C(C=C1C)N)C